C(#N)C1(CC1)C(C)N1N=CC(=C1C)C(=O)N(C1=CN=NC=C1)C 1-[1-(1-cyanocyclopropyl)ethyl]-N,5-dimethyl-N-pyridazin-4-ylpyrazole-4-carboxamide